(E)-3-(4-((E)-1-(1H-indazol-5-yl)-2-phenylpent-1-yl)phenyl)acrylic acid N1N=CC2=CC(=CC=C12)C(C(CCC)C1=CC=CC=C1)C1=CC=C(C=C1)/C=C/C(=O)O